C(C)(C)(C)OC(=O)NC=1C=C(N(C1)C)C(=O)NC1=CC=C(C(=O)OC)C=C1 Methyl 4-(4-((tert-butoxycarbonyl) amino)-1-methyl-1H-pyrrole-2-carboxamido)-benzoate